2-[[5-[(R)-ethylsulfinyl]-6-[7-(trifluoromethyl)imidazo[1,2-a]pyridin-2-yl]-3-pyridyl]oxy]-2-methyl-propanenitrile C(C)[S@@](=O)C=1C=C(C=NC1C=1N=C2N(C=CC(=C2)C(F)(F)F)C1)OC(C#N)(C)C